NC1=C(C=CC=C1)C 2-amino-1-methylbenzene